NC=1N=C(C2=C(N1)SC(=C2)C(=O)N2CCCC2)C2=C(C=C(C1=C2CCO1)Cl)Cl (2-amino-4-(5,7-dichloro-2,3-dihydrobenzofuran-4-yl)thieno[2,3-d]pyrimidin-6-yl)(pyrrolidin-1-yl)methanone